[C@@H]12N(C[C@@H]([C@@H](C1)C(=O)OC)C2)C(=O)OC(C)(C)C 2-tert-butyl 5-methyl (1S,4R,5R)-2-azabicyclo[2.2.1]heptane-2,5-dicarboxylate